FC(CC=1C(=NC(=NC1)N)OC)(C)F 5-(2,2-difluoropropyl)-4-methoxy-pyrimidin-2-amine